CO[Si](CCCNC1=NC(=NC(=N1)NCCC[Si](OC)(OC)OC)NCCC[Si](OC)(OC)OC)(OC)OC 2,4,6-tris[(3-trimethoxysilylpropyl)amino]-1,3,5-triazine